NCCCCC1=CC=C(C=N1)O (Z)-6-(4-aminobutyl)-3-hydroxypyridine